NC1CCC(CC1)NC1=NC(=NC=C1C=1C=NN(C1)C(C)O)NC1=CC=C2CCNCC2=C1 (4-(4-((1s,4s)-4-aminocyclohexylamino)-2-(1,2,3,4-tetrahydroisoquinolin-7-ylamino)pyrimidin-5-yl)-1H-pyrazol-1-yl)ethanol